ClC[C@H]1[C@H]([C@@H](CC1)CC1=CC=C(C=C1)F)O (1S,2R,5S)-2-chloromethyl-5-(4-fluorobenzyl)cyclopentanol